BrC1=CC(=C(C=C1)N1CCN(CC1)C(CC(=O)O)=O)C(C)(C)C 3-(4-(4-bromo-2-(tert-butyl)phenyl)piperazin-1-yl)-3-oxopropanoic acid